1-Dodecyl-3-ethylpiperidinium chlorid 3-hydroxypropyl-2-hydroxybenzoate OCCCOC(C1=C(C=CC=C1)O)=O.[Cl-].C(CCCCCCCCCCC)[NH+]1CC(CCC1)CC